4-{3,5-Bis-[(pyridin-2-ylmethyl-pyrimidin-5-ylmethyl-amino)-methyl]-phenoxy}-butylamine N1=C(C=CC=C1)CN(CC=1C=NC=NC1)CC=1C=C(OCCCCN)C=C(C1)CN(CC=1C=NC=NC1)CC1=NC=CC=C1